CN(C(=O)Cl)C1=CC=C(C=C1)N1CCN(CC1)C N-methyl-N-[4-(4-methylpiperazin-1-yl)phenyl]carbamoyl chloride